CC1=C2CCCC(C2=CC(=C1)C)NC=1C2=C(N=CN1)C=CC=N2 N-(5,7-Dimethyl-1,2,3,4-tetrahydronaphthalen-1-yl)pyrido[3,2-d]pyrimidin-4-amine